5-[(Benzyloxy)carbonyl]-4H,5H,6H,7H-pyrazolo[1,5-a]pyrazine-3-carboxylic acid C(C1=CC=CC=C1)OC(=O)N1CC=2N(CC1)N=CC2C(=O)O